(2-cyano-2-(2-(4-(4-hydroxy-3-(trifluoromethyl)benzyl)-3,5-dimethyl-phenyl)-hydrazino)acetyl)carbamic acid ethyl ester C(C)OC(NC(C(NNC1=CC(=C(C(=C1)C)CC1=CC(=C(C=C1)O)C(F)(F)F)C)C#N)=O)=O